2-(3-(azetidin-1-ium-1-ylidene)-7-(azetidin-1-yl)-3H-spiro[dibenzo[b,e]siline-5,1'-silinan]-10-yl)-4-carboxy-5-methylbenzoate TFA salt [O-]C(=O)C(F)(F)F.[N+]1(CCC1)=C1C=CC=2C(=C1)[Si]1(CCCCC1)C1=C(C2C2=C(C(=O)O)C=C(C(=C2)C(=O)O)C)C=CC(=C1)N1CCC1